4-biphenyl-carbaldehyde C1(=CC=C(C=C1)C=O)C1=CC=CC=C1